C(#N)C1C=CC(C1C#N)CC 3,4-dicyano-5-ethylcyclopentene